4-Butoxybenzophenon C(CCC)OC1=CC=C(C(=O)C2=CC=CC=C2)C=C1